6-(2,5-dioxo-2,5-dihydro-1H-pyrrol-1-yl)-N-[(1S)-1-{[(1S)-1-{[4-(hydroxymethyl)-2,5-dimethylphenyl]carbamoyl}ethyl]carbamoyl}-2-methylpropyl]hexanamide O=C1N(C(C=C1)=O)CCCCCC(=O)N[C@@H](C(C)C)C(N[C@@H](C)C(NC1=C(C=C(C(=C1)C)CO)C)=O)=O